3-{1-[4-(2,3-dihydro-1,4-benzodioxin-2-yl)benzyl]piperidin-4-yl}propan-1-ol O1C(COC2=C1C=CC=C2)C2=CC=C(CN1CCC(CC1)CCCO)C=C2